2-(trimethylphosphoranylidene)acetonitrile CP(=CC#N)(C)C